BrC1=CC(=C(C=C1)C(CN1N=CN=N1)=O)Cl 1-(4-Bromo-2-chlorophenyl)-2-(2H-tetrazol-2-yl)ethan-1-one